7-(4-bromo-3-chloro-benzoyl)-2-[4-(cyclopropoxy)phenyl]-N-[[4-(difluoromethoxy)-2-fluoro-phenyl]methyl]-3-oxo-6,8-dihydro-5H-imidazo[1,5-a]pyrazine-1-carboxamide BrC1=C(C=C(C(=O)N2CC=3N(CC2)C(N(C3C(=O)NCC3=C(C=C(C=C3)OC(F)F)F)C3=CC=C(C=C3)OC3CC3)=O)C=C1)Cl